((S)-2,2-di((9Z,12Z)-octadeca-9,12-dien-1-yl)-1,3-dioxolan-4-yl)propan-1-ol C(CCCCCCC\C=C/C\C=C/CCCCC)C1(OC[C@H](O1)C(CC)O)CCCCCCCC\C=C/C\C=C/CCCCC